4-methylbenzenesulfonic acid (toluenesulfonic acid) salt C(C1=CC=CC=C1)S(=O)(=O)O.CC1=CC=C(C=C1)S(=O)(=O)O